2,5-Dichloro-N4-[4-chloro-3-isopropoxyphenyl]pyrimidine-4-amine ClC1=NC=C(C(=N1)NC1=CC(=C(C=C1)Cl)OC(C)C)Cl